heptadecan-9-yl 8-(dodecyl(2-hydroxyethyl)amino)octanoate C(CCCCCCCCCCC)N(CCCCCCCC(=O)OC(CCCCCCCC)CCCCCCCC)CCO